C(C)OC(C1=CC=C(C=C1)N(C)C)=O p-(dimethylamino)-Benzoic acid ethyl ester